5-(2-(5-fluoro-1H-indol-3-yl)ethyl)-6-((tetrahydro-2H-pyran-4-yl)methyl)-5,6,7,8-tetrahydro-[1,3]dioxazolo[4,5-g]isoquinoline FC=1C=C2C(=CNC2=CC1)CCC1N(CCC=2C=C3C(=CC12)ONO3)CC3CCOCC3